FC1=CC=C(C=C1)[C@@H](C)N(C\C=C(\C1=CC=CC=C1)/C1=CC=C(C=C1)OC)CCN1CCCC1 (R,Z)-N-(1-(4-fluorophenyl)ethyl)-3-(4-methoxyphenyl)-3-phenyl-N-(2-(pyrrolidin-1-yl)ethyl)prop-2-en-1-amine